tert-butyl (6S)-2-(4-chlorophenyl)-3-iodo-6-methyl-6,7-dihydropyrazolo[1,5-a]pyrazine-5(4H)-carboxylate ClC1=CC=C(C=C1)C1=NN2C(CN([C@H](C2)C)C(=O)OC(C)(C)C)=C1I